C12(CC3CC(CC(C1)C3)C2)COCCOCCNC(=O)C2=NN(C(=C2C)C2=CC=C(C=C2)Cl)C2=C(C=C(C=C2)Cl)Cl N-(2-(2-(((3r,5r,7r)-adamantan-1-yl)methoxy)-ethoxy)ethyl)-5-(4-chloro-phenyl)-1-(2,4-dichloro-phenyl)-4-methyl-1H-pyrazole-3-carboxamide